4-Butoxythiophene-3-carboxylic acid C(CCC)OC=1C(=CSC1)C(=O)O